ethylene oxide, sodium salt [Na].C1CO1